((4-(cyclopentylamino)-5-methylpyrimidin-2-yl)amino)-3-methylbenzo[c][1,2]oxaborol-1(3H)-ol C1(CCCC1)NC1=NC(=NC=C1C)NC1(C2=C(B(O1)O)C=CC=C2)C